(8-cyano-6,12-dioxo-6,12-dihydroindolo[2,1-b]quinazolin-2-yl)boronic Acid C(#N)C=1C=C2C(C3=NC4=CC=C(C=C4C(N3C2=CC1)=O)B(O)O)=O